(E)-5-cyclopropyl-3-(2,6-dichlorophenyl)-4-(2-(piperidin-4-yl)vinyl)isoxazole C1(CC1)C1=C(C(=NO1)C1=C(C=CC=C1Cl)Cl)\C=C\C1CCNCC1